OCC[C@@H]1C[C@H](CCC1)O (1S,3R)-3-(2-Hydroxyethyl)cyclohexan-1-ol